OC1=C(C(=O)O)C(=CC(=C1C1C=C(CCC1C(=C)C)C)O)CCC1=CC=CC=C1 2,4-dihydroxy-3-[3-methyl-6-(prop-1-en-2-yl)cyclohex-2-en-1-yl]-6-(2-phenylethyl)benzoic acid